C(C(=C)C)(=O)OCCC[Si](OC)(OC)C (gamma-methacryloxypropyl)methyl-dimethoxysilane